NC1=C(C=CC(=C1)NCC1=CC=C(C=C1)O)NC(C(C(CCCCCCC)F)F)=O (9S)-N-(2-Amino-4-((4-hydroxybenzyl)amino)phenyl)-2,3-difluorodecanamid